(R)-2-(6-(1,4-dimethyl-1H-1,2,3-triazol-5-yl)-4-(phenyl-(tetrahydro-2H-pyran-4-yl)methyl)-4H-thieno[2',3':4,5]pyrrolo[3,2-b]pyridin-2-yl)propan-2-ol CN1N=NC(=C1C=1C=C2C(=NC1)C1=C(N2[C@H](C2CCOCC2)C2=CC=CC=C2)C=C(S1)C(C)(C)O)C